FC1=C(C(=CC=2SC(=CC21)C(CS(=O)(=O)O)=O)OC)O 2-(4-fluoro-5-hydroxy-6-methoxybenzo[b]thiophen-2-yl)-2-oxoethane-1-sulfonic acid